CN1CCC(CC1)NC=1C=2C=C(N(C2C=CC1)CC(F)(F)F)C1=NOC(=N1)CNC1=CC=CC=C1 N-(1-methylpiperidin-4-yl)-2-{5-[(phenylamino)methyl]-1,2,4-oxadiazol-3-yl}-1-(2,2,2-trifluoroethyl)-1H-indol-4-amine